C(C)(=O)OCCCCCCCC\C=C\CCO (9E)-12-hydroxy-9-dodecenyl acetate